C(CCCCCCC)OC(C(=CC=CNC1=CC=CC=C1)S(=O)(=O)C1=CC=CC=C1)=O 5-(phenylamino)-2-(phenylsulfonyl)penta-2,4-dienoic acid octyl ester